3-[1-(cyclopropylmethyl)pyrazol-4-yl]-6-[7,8-dimethyl-3-(trifluoromethyl)-[1,2,4]triazolo[4,3-b]pyridazin-6-yl]-7,8-dihydro-5H-1,6-naphthyridine C1(CC1)CN1N=CC(=C1)C=1C=NC=2CCN(CC2C1)C=1C(=C(C=2N(N1)C(=NN2)C(F)(F)F)C)C